N-(5-(((2S,4R)-2-methyl-4-((6-(pyrrolidin-1-yl)pyrimidin-4-yl)oxy)pyrrolidin-1-yl)methyl)thiazol-2-yl)acetamide C[C@@H]1N(C[C@@H](C1)OC1=NC=NC(=C1)N1CCCC1)CC1=CN=C(S1)NC(C)=O